(E)-2-(4-chlorophenyl)ethene-1-sulfonyl fluoride ClC1=CC=C(C=C1)/C=C/S(=O)(=O)F